C1(CCCCC1)N1N=CC=C1N 1-cyclohexyl-1H-pyrazol-5-amine